1-(3-(5-methoxy-3-(4-(trifluoro-methyl)phenyl)-1H-pyrazolo[4,3-b]pyridin-1-yl)pyrrolidin-1-yl)-prop-2-en-1-one COC1=CC=C2C(=N1)C(=NN2C2CN(CC2)C(C=C)=O)C2=CC=C(C=C2)C(F)(F)F